FC=1C(=NC(=NC1)N1CCNCC1)N1CC(C1)C(=O)NC(C)C1=CN=C2N1C=CC=C2 1-[5-fluoro-2-(piperazin-1-yl)pyrimidin-4-yl]-N-(1-{imidazo[1,2-a]pyridin-3-yl}ethyl)azetidine-3-carboxamide